1-(2-acetyl-5-bromo-phenyl)-5-methyl-pyrazole-3-carbonitrile C(C)(=O)C1=C(C=C(C=C1)Br)N1N=C(C=C1C)C#N